C(#N)C1=CC=C(O[C@@H]2[C@@](CN(C2)S(=O)(=O)C2=C(C#N)C=C(C=C2)C(F)(F)F)(CO)O)C=C1 2-(((3r,4s)-4-(4-cyanophenoxy)-3-hydroxy-3-(hydroxymethyl)pyrrolidin-1-yl)sulfonyl)-5-(trifluoromethyl)benzonitrile